C1CCC12OCCN(C2)CC2=CC(=C1CN(C(C1=C2)=O)C2=CC(=CC=C2)C2(COC2)CC2=NN=CN2C)C(F)(F)F 6-((5-oxa-8-azaspiro[3.5]nonan-8-yl)methyl)-2-(3-(3-((4-methyl-4H-1,2,4-triazol-3-yl)methyl)oxetan-3-yl)phenyl)-4-(trifluoromethyl)isoindolin-1-one